N(=[N+]=[N-])[C@@H]1C[C@H](N(CC1)C(=O)OC(C)(C)C)C(=O)O (2S,4S)-4-Azido-1-(tert-butoxycarbonyl)piperidin-2-carboxylic acid